COC(=O)[C@H]1N[C@H](CC1)C1=C(C=CC=C1F)F (2s,5r)-5-(2,6-difluorophenyl)pyrrolidine-2-carboxylic acid methyl ester